C(C)(C)(C)C1=CC=C(C=C1)C=1N=C2SCCCN2\C(\C1C#N)=N/C(=O)N(C)C 1-[(6Z)-8-(4-tert-butylphenyl)-7-cyano-2H,3H,4H,6H-pyrimido[2,1-b][1,3]thiazin-6-ylidene]-3,3-dimethylurea